2-((1r,2s)-1-(2-cyanophenyl)-1-(1,3,5-trimethyl-1H-pyrazol-4-yl)propan-2-yl)-5-hydroxy-N-(isoxazol-4-yl)-1-methyl-6-oxo-1,6-dihydropyrimidine-4-carboxamide C(#N)C1=C(C=CC=C1)[C@@H]([C@H](C)C=1N(C(C(=C(N1)C(=O)NC=1C=NOC1)O)=O)C)C=1C(=NN(C1C)C)C